o-amino methyl benzoate COC(=O)C1=CC=CC=C1N